hydroxy-tosylurea ON(C(=O)N)S(=O)(=O)C1=CC=C(C)C=C1